dimethyl 2-((4-(dimethylamino)benzoyl)oxy)malonate CN(C1=CC=C(C(=O)OC(C(=O)OC)C(=O)OC)C=C1)C